1-(7-fluoro-1-methyl-6-piperazin-1-yl-indazol-3-yl)hexahydropyrimidine-2,4-dione FC=1C(=CC=C2C(=NN(C12)C)N1C(NC(CC1)=O)=O)N1CCNCC1